ClC=1C=C(SC1)C=1C(=CC=2C(=NC(N3[C@H](CSC1C32)COC)=O)N3C[C@@H](N[C@@H](C3)C)C)C(F)(F)F (12S)-8-(4-chloro-2-thienyl)-4-[(3S,5r)-3,5-dimethylpiperazin-1-yl]-12-(methoxymethyl)-7-(trifluoromethyl)-10-thia-1,3-diazatricyclo[7.3.1.05,13]tridec-3,5(13),6,8-tetraen-2-one